N4-((R)-1-(3-(difluoromethyl)-2-fluorophenyl)ethyl)-N6-((R)-pyrrolidin-3-yl)cinnoline-4,6-Diamine FC(C=1C(=C(C=CC1)[C@@H](C)NC1=CN=NC2=CC=C(C=C12)N[C@H]1CNCC1)F)F